[Br-].FC1=[C-]C(=CC=C1)F.[Zn+2] zinc(II) 2,6-difluorobenzen-1-ide bromide